NC1=C(C=C(C=N1)C=1C=NN(C1)C1CCN(CC1)C(CCC(C)C)=O)C=1OC(=NN1)C1=C(C=CC=C1Cl)Cl 1-(4-(4-(6-amino-5-(5-(2,6-dichlorophenyl)-1,3,4-oxadiazol-2-yl)pyridin-3-yl)-1H-pyrazol-1-yl)piperidin-1-yl)-4-methylpentan-1-one